O=C1NC(CCC1N1C(C2=CC=CC(=C2C1)SCCN1CCC(CC1)C1=CC=C(C(=O)N2CCC(CC2)CCCCNC(\C=C\C=2C=NC=CC2)=O)C=C1)=O)=O (E)-N-(4-(1-(4-(1-(2-((2-(2,6-dioxopiperidin-3-yl)-1-oxoisoindolin-4-yl)thio)ethyl)piperidin-4-yl)benzoyl)piperidin-4-yl)butyl)-3-(pyridin-3-yl)acrylamide